N-(2-ethylhexyl)-1-isopropyl-4-methylbicyclo[2.2.2]oct-5-ene-2,3-dicarboximide C(C)C(CN1C(=O)C2C3(C=CC(C2C1=O)(CC3)C)C(C)C)CCCC